C(C1=CC=CC=C1)N([C@@H](CCC(=O)O)C(=O)O)CC1=CC=CC=C1 dibenzyl-glutamic acid